CC(OCCCC)OC\C=C\COC(OCCCC)C (E)-6,13-dimethyl-5,7,12,14-tetraoxaoctadec-9-ene